COC1=CC2=C(NC=N2)C=C1 5-methoxy-1H-benzo[d]imidazole